potassium ethyldithio-propyl carbonate C(OCCCSSCC)([O-])=O.[K+]